2-[[3-(1-tert-butoxycarbonyl-3,6-dihydro-2H-pyridin-4-yl)-6-chloro-4-quinolinyl]amino]-5-chloro-benzoic acid C(C)(C)(C)OC(=O)N1CCC(=CC1)C=1C=NC2=CC=C(C=C2C1NC1=C(C(=O)O)C=C(C=C1)Cl)Cl